Methyl 2-(2-(cyclobutanesulfonamido)thiazol-4-yl)acetate C1(CCC1)S(=O)(=O)NC=1SC=C(N1)CC(=O)OC